ClC1=CC=C(C=C1)C1=NN(C[C@@H]1C1=CC=CC=C1)/C(/NC(CS(N)(=O)=O)C)=N/S(=O)(=O)C1=CC=C(C=C1)Cl (S,E)-3-(4-chlorophenyl)-N'-((4-chlorophenyl)sulfonyl)-4-phenyl-N-(1-sulfamoylpropan-2-yl)-4,5-dihydro-1H-pyrazole-1-carboximidamide